tert-butyl 7-bromo-2-oxo-benzo[c]indole-1-carboxylate BrC1=CC=CC23C1=CN=C3C=CC(C2C(=O)OC(C)(C)C)=O